CC1=NC=NC2=C(C=C(C=C12)C=1C(=NC(=NC1)N)C1=CC=C(C=C1)F)C 5-(4,8-Dimethylquinazolin-6-yl)-4-(4-fluorophenyl)pyrimidin-2-amine